CC=1C=C(C(=NC1)OC1=CC=C(C(=O)OC)C=C1)[N+](=O)[O-] methyl 4-((5-methyl-3-nitropyridin-2-yl)oxy)benzoate